C(C)[NH+](CC)CC.OC1=C2CCCN(C2=CC=C1)CCCS(=O)(=O)[O-] 3-(5-Hydroxy-3,4-dihydro-2H-quinoline-1-yl)propanesulfonic acid triethylammonium salt